BrC1=NC(=C2N1CCN(C2)C(=O)[O-])C(=O)[O-] Bromo-5,6-dihydroimidazo[1,5-a]Pyrazine-1,7(8H)-dicarboxylate